C1(=CC=CC=C1)C1=CC(=C2NC(=NC2=N1)C(CC)CC)C1=CC=CC=C1 2,6-Diphenyl-8-(1-ethylpropyl)-1-deazapurine